NC=1CC(=CC2=C(N1)C=C(S2)C#CC2CCN(CC2)C(=O)OC(C)(C)C)C(N(CCC)OCC)=O tert-butyl 4-[2-[5-amino-7-[ethoxy(propyl)carbamoyl]-6H-thieno[3,2-b]azepin-2-yl]ethynyl]piperidine-1-carboxylate